OC(CCC1=NC2=C(N1C)C=C(C(=C2)OCC2COC2)NC(C2=NC(=CC=C2)C(F)(F)F)=O)(C)C N-(2-(3-hydroxy-3-methylbutyl)-1-methyl-5-(oxetan-3-ylmethoxy)-1H-benzo[d]imidazol-6-yl)-6-(trifluoromethyl)picolinamide